tert-Butyl N-[(1R)-1-ethynyl-3,3-dimethyl-butyl]carbamate C(#C)[C@@H](CC(C)(C)C)NC(OC(C)(C)C)=O